N1C=C(C=2C1=NC=CC2)O 1H-pyrrolo[2,3-b]pyridin-3-ol